5-(benzyloxy)-2-bromo-1-phenyl-1H-indole-3-carbonitrile C(C1=CC=CC=C1)OC=1C=C2C(=C(N(C2=CC1)C1=CC=CC=C1)Br)C#N